C(C)(C)(C)OC(=O)NC=1C(=C(C(=O)OC(C)(C)C2=NC=CC(=C2)Br)C=CC1[N+](=O)[O-])C1CCCCC1 2-(4-bromo-2-pyridinyl)propan-2-ol (1R,2S)-2-((tert-butoxycarbonyl)amino)cyclohexyl-4-nitrobenzoate